FC=1C=C(C=CC1OC1=CC=NC2=CC(=C(N=C12)OC)C)NC(=O)C1=NNC(=C(C1=O)C1=CC=C(C=C1)F)C N-[3-Fluoro-4-[(6-methoxy-7-methyl-1,5-naphthyridin-4-yl)oxy]phenyl]-5-(4-fluorophenyl)-6-methyl-4-oxo-1H-pyridazine-3-carboxamide